3-[5-(4-piperidinyl)-2,3-dihydropyrido[3,4-b][1,4]oxazin-1-yl]piperidine-2,6-dione N1CCC(CC1)C1=NC=CC2=C1OCCN2C2C(NC(CC2)=O)=O